1-(oxazolidin-2-yloxy)octadecan-8-ol O1C(NCC1)OCCCCCCCC(CCCCCCCCCC)O